N1C(CCC1)CNC1CCCCCC1 N-(pyrrolidin-2-ylmethyl)cycloheptanamine